CC(C)C1=CC=C(C=C1)C=CC=1C=C(C=C(C1)O)O 5-{2-[4-(Propan-2-yl)phenyl]ethenyl}benzene-1,3-diol